2-(AMINOMETHYL)-2-ETHYLBUTANOIC ACID NCC(C(=O)O)(CC)CC